2-bromo-2-chloro-1-isopropyl-1H-benzo[d]imidazole BrC1(NC2=C(N1C(C)C)C=CC=C2)Cl